C(OC(CC#C)C1=CC=C(C=C1)NC([C@H](C)NC([C@H](C(C)C)NC(C)=O)=O)=O)(OC1=CC=C(C=C1)[N+](=O)[O-])=O 1-(4-((S)-2-((S)-2-acetamido-3-methylbutanamido)propanamido)phenyl)but-3-yn-1-yl (4-nitrophenyl) carbonate